F[C@@H]1C(NC(C[C@@H]1N1C=CC2=C1N=NC(=C2)C2=C(C=C1C=C(C=NC1=C2)C)O)(C)C)(C)C 7-{7-[(3S,4S)-3-fluoro-2,2,6,6-tetramethylpiperidin-4-yl]-7H-pyrrolo[2,3-c]pyridazin-3-yl}-3-methylquinolin-6-ol